(R)-2-(3-(3-Fluorophenyl)-1,5-dimethyl-1H-pyrrol-2-yl)-N-(3-(5-fluoropyrimidin-2-yl)-1,2,3,4,4a,5-Hexahydrobenzo[b]pyrazino[1,2-d][1,4]oxazin-8-yl)-2-oxoacetamide FC=1C=C(C=CC1)C1=C(N(C(=C1)C)C)C(C(=O)NC=1C=CC2=C(OC[C@@H]3N2CCN(C3)C3=NC=C(C=N3)F)C1)=O